C(C1=CC=CC=C1)OC(=O)NC=1C(=C(C=CC1)[C@@](CC(=O)OC)(C)NC(NC1COCC1)=NC(=O)OC(C)(C)C)Cl Methyl (3S)-3-[3-(benzyloxycarbonylamino)-2-chlorophenyl]-3-{[N'-tert-butoxycarbonyl-N-(tetrahydrofuran-3-yl)carbamimidoyl]amino}butanoate